5-chloro-4-(cyclopentylmethoxy)-2-fluoro-N-((4-(pyridin-4-ylmethoxy)-phenyl)sulfonyl)benzamide ClC=1C(=CC(=C(C(=O)NS(=O)(=O)C2=CC=C(C=C2)OCC2=CC=NC=C2)C1)F)OCC1CCCC1